((2'-(4-(1H-imidazol-2-yl)piperazin-1-yl)-[2,4'-bipyrimidin]-4-yl)ethynyl)-1H-indazole N1C(=NC=C1)N1CCN(CC1)C1=NC=CC(=N1)C1=NC=CC(=N1)C#CN1N=CC2=CC=CC=C12